[Au+](Cl)Cl gold(III) dichloride